N-ethyl-1-[[5-[5-(trifluoromethyl)-1,2,4-oxadiazol-3-yl]-2-thienyl]methyl]pyrazole-3-carboxamide C(C)NC(=O)C1=NN(C=C1)CC=1SC(=CC1)C1=NOC(=N1)C(F)(F)F